BrC1=CC=C(C=N1)C1C(C(N1C1=CC2=C(N(C=N2)COCC[Si](C)(C)C)C=C1)=O)C1CC1 4-(6-bromopyridin-3-yl)-3-cyclopropyl-1-(1-((2-(trimethylsilyl)ethoxy)methyl)-1H-benzo[d]imidazol-5-yl)azetidin-2-one